FC(C(=O)O[Si](C)(C)C)(C)F trimethylsilyl difluoropropionate